NC=1N=C(C2=C(N1)N(C=C2)C=2C=C(C=CC2)C#CC(C)(O)C=2SC=CN2)OC 4-(3-(2-amino-4-methoxy-7H-pyrrolo[2,3-d]pyrimidin-7-yl)phenyl)-2-(thiazol-2-yl)but-3-yn-2-ol